Ethyl (E)-3-((1-(4-methoxybenzyl)-1H-pyrazol-5-yl)amino)but-2-enoate COC1=CC=C(CN2N=CC=C2N/C(=C/C(=O)OCC)/C)C=C1